para-Acetylphenylalanin C(C)(=O)C1=CC=C(C[C@H](N)C(=O)O)C=C1